NC1=C(N=CC2=C(C=CC=C12)C=1C(=NC=CC1)C)C(=O)NCCC 4-amino-8-(2-methylpyridin-3-yl)-N-propylisoquinoline-3-carboxamide